N'-(4-fluorophenyl)-3-cyclopropyl-1-(thiazol-2-yl)-1H-pyrazole-4-carbohydrazide FC1=CC=C(C=C1)NNC(=O)C=1C(=NN(C1)C=1SC=CN1)C1CC1